CSC=1N=CC2=C(N1)N(C(C(=C2)OC2=C(C=CC=C2)[N+](=O)[O-])=O)C2CNCCC2 2-methylsulfanyl-6-(2-nitrophenoxy)-8-(3-piperidinyl)pyrido[2,3-d]pyrimidin-7-one